(2R,3S)-N-((3S)-5-(4-chlorophenyl)-9-methoxy-2-oxo-2,3-dihydro-1H-1,4-benzodiazepin-3-yl)-2,3-bis(3,3,3-trifluoropropyl)succinamide ClC1=CC=C(C=C1)C1=N[C@@H](C(NC2=C1C=CC=C2OC)=O)NC([C@@H]([C@@H](C(=O)N)CCC(F)(F)F)CCC(F)(F)F)=O